6-(3-tolyl)-1,4-benzoxazinoimidazolone C1(=CC(=CC=C1)C1=CC2=C(N=C3C(=NC(N3)=O)O2)C=C1)C